2-fluoro-6-[(3,4-dichlorobenzyl)amino]-9-(oxetan-2-yl)-9H-purine FC1=NC(=C2N=CN(C2=N1)C1OCC1)NCC1=CC(=C(C=C1)Cl)Cl